C(C)(C)(C)OC(CCOCC(COCCC(=O)OC(C)(C)C)(COCCC(=O)OC(C)(C)C)N)=O.C1(=CC=C(C=C1)[C@H]1[C@H](C1)/C=C/C1=CC=CC2=CC=CC=C12)C 1-((E)-2-((1R,2R)-2-(p-tolyl)cyclopropyl)vinyl)naphthalene di-tert-butyl-3,3'-((2-amino-2-((3-(tert-butoxy)-3-oxopropoxy)methyl)propane-1,3-diyl)bis(oxy))dipropionate